C(CCC(=O)O)(=O)O.C(C1=CC(=O)NC(=O)N1)(=O)O.N1=CC=CC(=C1)C1N(C)CCC1 nicotine monoorotate succinic acid salt